bis-(benzoyl)-vinyl-phosphine oxide C(C1=CC=CC=C1)(=O)P(C=C)(C(C1=CC=CC=C1)=O)=O